((1H-benzo[d]imidazol-2-yl)(5-chloro-2-hydroxyphenyl)methyl)isoindolin-1-one N1C(=NC2=C1C=CC=C2)C(C2=C(C=CC(=C2)Cl)O)N2C(C1=CC=CC=C1C2)=O